{(1s)-1-Cyano-2-[4-(3-methyl-2-oxo-2,3-dihydro-1,3-benzothiazol-5-yl)phenyl]ethyl}-1,4-oxazepane-2-carboxamide C(#N)[C@H](CC1=CC=C(C=C1)C=1C=CC2=C(N(C(S2)=O)C)C1)C1(OCCCNC1)C(=O)N